(3S)-1-(3-Fluoro-4-{6-[(1R)-1-methyl-1,2,3,4-tetrahydroisoquinoline-2-carbonyl]-8-(pyridin-3-yl)imidazo[1,2-a]pyridin-2-yl}phenyl)pyrrolidine-3-carboxylic acid FC=1C=C(C=CC1C=1N=C2N(C=C(C=C2C=2C=NC=CC2)C(=O)N2[C@@H](C3=CC=CC=C3CC2)C)C1)N1C[C@H](CC1)C(=O)O